C1(CC1)CCN(C1=C2CN(C(C2=CC=C1)=O)C1C(NC(CC1)=O)=O)C1CCC(CC1)NCC(F)(F)F 3-{4-[(2-cyclopropylethyl)[(1r,4r)-4-[(2,2,2-trifluoroethyl)amino]cyclohexyl]amino]-1-oxo-3H-isoindol-2-yl}piperidine-2,6-dione